C(#N)C1=C(C=CC=C1)[C@H]([C@H](C)C=1N(C(C(=C(N1)C(=O)NC=1C=NOC1)O)=O)C)C1=CC(=NC=C1)C 2-((1r,2s)-1-(2-cyanophenyl)-1-(2-methylpyridin-4-yl)propan-2-yl)-5-hydroxy-N-(isoxazol-4-yl)-1-methyl-6-oxo-1,6-dihydropyrimidine-4-carboxamide